CCC/C=C/C 2E-hexene